(2-phenylacetyl)-3,4-dihydroxy-5-isopentenyl-cyclopent-2-enone C1(=CC=CC=C1)CC(=O)C=1C(C(C(C1O)O)CCC(=C)C)=O